ClC1=CC(=NC=C1)C(=O)N1CC(CC1)C1=C(C=C(C=C1)C1=C(C=CC=C1)C(C)C)CO (4-chloropyridin-2-yl)(3-(3-(hydroxymethyl)-2'-isopropylbiphenyl-4-yl)pyrrolidin-1-yl)methanone